5-chloro-2-[3-chloro-2-(4,4-difluorobutylsulfanyl)phenoxy]pyrimidine ClC=1C=NC(=NC1)OC1=C(C(=CC=C1)Cl)SCCCC(F)F